CN(C=1C=C(C(=O)O)C=CC1[C@@H]1N(CCCC1)CC1=C2C=CNC2=C(C=C1OC)C)C 3-(Dimethylamino)-4-[(2R)-1-[(5-methoxy-7-methyl-1H-indol-4-yl)methyl]piperidin-2-yl]benzoic acid